(E)-N'-(4-(allyloxy)benzylidene)imidazo[1,2-a]pyridine-2-carbohydrazide C(C=C)OC1=CC=C(\C=N\NC(=O)C=2N=C3N(C=CC=C3)C2)C=C1